CN(C)C[C@@H]1N(C[C@H](C1)F)C1=CC(=C(C=C1[N+](=O)[O-])NC1=NC=C(C(=N1)N1CC(C2=CC=CC=C12)(C)C)C(=O)OC(C)C)OC isopropyl 2-((4-((2R,4S)-2-((dimethylamino) methyl)-4-fluoropyrrolidin-1-yl)-2-methoxy-5-nitrophenyl)amino)-4-(3,3-dimethylindolin-1-yl)pyrimidine-5-carboxylate